N1(CCC2(CC1)OC1=CC=CC=C1CC2)C(=O)[O-] spiro[chromane-2,4'-piperidine]-1'-carboxylate